benzyl-4-fluoro-4-(((trans-2-phenylcyclopropyl)amino)methyl)piperidine-1-thioamide C(C1=CC=CC=C1)C1N(CCC(C1)(CN[C@H]1[C@@H](C1)C1=CC=CC=C1)F)C(N)=S